ClC1=CC=CC2=C1C(=NO2)NS(=O)(=O)C2=C(C=CC=C2)OC2=CC=CC=C2 N-(4-chlorobenzo[d]isoxazol-3-yl)-2-phenoxybenzenesulfonamide